N-(6-(4-aminobutoxy)-5-cyanopyridin-3-yl)-1-(isoquinolin-4-yl)-5-(trifluoromethyl)-1H-pyrazole-4-carboxamide NCCCCOC1=C(C=C(C=N1)NC(=O)C=1C=NN(C1C(F)(F)F)C1=CN=CC2=CC=CC=C12)C#N